ClC1=C(C=CC(=C1)OC1=CC=CC=C1)C(=O)C1=CNC=2N=CN=C(C21)NC2CCN(CC2)CC2CCNCC2 (2-chloro-4-phenoxyphenyl)(4-((1-(piperidin-4-ylmethyl)piperidin-4-yl)amino)-7H-pyrrolo[2,3-d]pyrimidin-5-yl)methanone